p-Iodo-D-phenylalanine C1=CC(=CC=C1C[C@H](C(=O)O)N)I